CN1CCC(CC1)CNC=1N=CC2=C(N1)NC=C2C2=NC=1N(C=C2)N=CC1 N-((1-methylpiperidin-4-yl)methyl)-5-(pyrazolo[1,5-a]pyrimidin-5-yl)-7H-pyrrolo[2,3-d]pyrimidin-2-amine